(2,6-dimethyl-4-(7-(2,2,2-trifluoro-1-methoxyethoxy)-1,3,4,5-tetrahydro-2H-benzo[c]azepin-2-yl)phenyl)-3,3-dimethylbutanamide CC1=C(C(=CC(=C1)N1CC2=C(CCC1)C=C(C=C2)OC(C(F)(F)F)OC)C)C(C(=O)N)C(C)(C)C